C(CCCC)C1CCC(CC1)C1=CC=C(C(=O)O)C=C1 4-(4-n-pentylcyclohexyl)benzoic acid